C(C)C=1C(NC=2C=C(C=NC2C1)CN1[C@H]2[C@@H](N(CC1)C=1C=CC(=NC1)C(=O)NC)COC2)=O 5-((4as,7ar)-4-((7-ethyl-6-oxo-5,6-dihydro-1,5-naphthyridin-3-yl)methyl)hexahydrofuro[3,4-b]pyrazin-1(2H)-yl)-N-methylpyridine-2-carboxamide